L-glutamyl-L-serine N[C@@H](CCC(=O)O)C(=O)N[C@@H](CO)C(=O)O